2-[(4-chlorophenyl)amino]acetic acid ClC1=CC=C(C=C1)NCC(=O)O